C([C@@]12C=CC=C1C1=CCC3CCCC[C@@H]3[C@H]1CC2)O estratrienol